C1CCC2=C(C=3CCCC3C=C12)NC(=O)N=[S@@](=O)(N)C=1C=NN2C1O[C@@H](CC2)C (S,5R)-N'-((1,2,3,5,6,7-hexahydro-s-indacen-4-yl)carbamoyl)-5-methyl-6,7-dihydro-5H-pyrazolo[5,1-b][1,3]oxazine-3-sulfonimidamide